CC=1C(=NC2=CC(=CC=C2C1)[N+](=O)[O-])C(=O)O methyl-7-nitro-2-quinolinecarboxylic acid